(3S)-3-{[1-cyclopentyl-5-(2,6-dimethoxyphenyl)-1H-pyrazol-3-yl]formamido}-5-(piperidin-1-yl)pentanamide C1(CCCC1)N1N=C(C=C1C1=C(C=CC=C1OC)OC)C(=O)N[C@H](CC(=O)N)CCN1CCCCC1